NC=1C=C(C(=NC1)S(=O)(=O)NC=1SC(=C(N1)C1=CC(=C(C=C1)F)F)CC1CC1)C 5-amino-N-(5-(cyclopropylmethyl)-4-(3,4-difluorophenyl)thiazol-2-yl)-3-methylpyridine-2-sulfonamide